2-chloropyridine-3-sulfonyl chloride ClC1=NC=CC=C1S(=O)(=O)Cl